(3,5-difluoropyridinyl)methyl-2-(4-oxopiperidin-1-yl)-1,3-thiazole-5-carboxamide FC=1C(=NC=C(C1)F)CC=1N=C(SC1C(=O)N)N1CCC(CC1)=O